N[13C@@H]([13CH2][13CH2][13CH2][13CH2]N)[13C](=O)O [13C6]Lysine